2-[(2,5-difluorobenzyl)amino]-1,3-thiazol FC1=C(CNC=2SC=CN2)C=C(C=C1)F